O[C@@]1([C@@H](CC[C@H](C1)C)C(C)C)C(=O)NC[C@@H](OCC(=O)OC)C1=CC=CC=C1 methyl 2-((S)-2-((1S,2S,5R)-1-hydroxy-2-isopropyl-5-methylcyclohexane-1-carboxamido)-1-phenylethoxy)acetate